OC1(C(C(=C2N1CCCN2)C(C2=CC=C(C=C2)C)=O)=C2C(OC1=CC=CC=C1C2=O)=O)C2=CC=CC=C2 3-(6-hydroxy-8-(4-methylbenzoyl)-6-phenyl-1,2,3,4-tetrahydropyrrolo[1,2-a]pyrimidine-7(6H)-ylidene)chroman-2,4-dione